(S,E)-2-(8,8-difluoro-4-methylocta-3,7-dien-1-yl)-2,5,7,8-tetramethyl-chroman-6-ol FC(=CCC/C(=C/CC[C@@]1(OC2=C(C(=C(C(=C2CC1)C)O)C)C)C)/C)F